C(C)(=O)NCCCN N-acetyl-1,3-propylenediamine